3-monofluoromethyl-1-methyl-N-(9-dichloromethylene-1,2,3,4-tetrahydro-1,4-methanonaphthalen-5-yl)-1H-pyrazole-4-carboxylic acid amide FCC1=NN(C=C1C(=O)NC1=C2C3CCC(C2=CC=C1)C3=C(Cl)Cl)C